NC(C(CC1=C(C(=CC=C1)Cl)Cl)NC(OC(C)(C)C)=O)=O tert-butyl (1-amino-3-(2,3-dichlorophenyl)-1-oxopropan-2-yl)carbamate